C(C)(=O)C1=C(C=C(COC2=CC=CC(=N2)C=2CCN(CC2)CC2=NC3=C(N2C[C@H]2OCC2)C=C(C=C3)C(=O)O)C=C1)OC (S)-2-((6-((4-acetyl-3-methoxybenzyl)oxy)-3',6'-dihydro-[2,4'-bipyridin]-1'(2'H)-yl)methyl)-1-(oxetan-2-ylmethyl)-1H-benzo[d]imidazole-6-carboxylic acid